tertbutyl-diphenylchlorosilane 2-oxaspiro[3.3]Heptane-6-yl-4-methylbenzenesulfonate C1OCC12CC(C2)OS(=O)(=O)C2=CC=C(C=C2)C.C(C)(C)(C)[Si](Cl)(C2=CC=CC=C2)C2=CC=CC=C2